C(C\C=C/C=C/C)OC(C1=CC=CC=C1)=O.NC=1SC(=CN1)C(=O)NC1=C(C=C(C(=C1)C(NC1=NN(C=C1)CC(C)(C)O)=O)F)C 2-Amino-N-[4-fluoro-5-[[1-(2-hydroxy-2-methylpropyl)pyrazol-3-yl]carbamoyl]-2-methylphenyl]-1,3-thiazole-5-carboxamide Z,E-3,5-Heptadienylbenzoat